C(CC)(=O)OCCCCCCCC\C=C/CCCCCCCCC12C(CCC(C1(C)C)C2)C pinoleyl propionate